C(C1=CC=CC=C1)C=1C(=NN(C1)CC1=CC=C(C=C1)OC)NC(C1=C(C=NC=C1)F)=O N-(4-benzyl-1-(4-methoxybenzyl)-1H-pyrazol-3-yl)-3-fluoroisonicotinamide